C[C@@]1(CN(CCC1)CC1=CC(=NC=C1)C(=O)NC1=CC=C(C=C1)C1=CC2=C(N=CN=C2N2CCOCC2)N1)NS(=O)(=O)C=CC (R)-4-((3-methyl-3-(prop-1-en-1-ylsulfonamido)piperidin-1-yl)methyl)-N-(4-(4-morpholino-7H-pyrrolo[2,3-d]pyrimidin-6-yl)phenyl)picolinamide